O1CCN(CC2C1=CC(=CC2)C(=O)N)C(=O)N tetrahydro-1,4-benzoxazepine-4,8-dicarboxamide